rac-(5ar,6s,7s,8r,8as)-7-((dimethylamino)methyl)-5a-(4-(hydroxymethyl)phenyl)-1,3-dimethoxy-6-phenyl-5a,6,7,8-tetrahydro-8aH-cyclopenta[4,5]furo[3,2-c]pyridine-8,8a-diol CN(C)C[C@@H]1[C@H]([C@]2([C@](C=3C(=NC(=CC3O2)OC)OC)([C@@H]1O)O)C1=CC=C(C=C1)CO)C1=CC=CC=C1 |r|